C(C)(C)OC(C)OCC=1C=C(C=C)C=CC1 m-(1-isopropoxyethoxy)methylstyrene